OC[C@H](C)N1N=C2N=C(C=CC2=C1)C1=C(C=C(C=C1C)C(F)(F)F)O 2-[2-[(1S)-2-hydroxy-1-methyl-ethyl]pyrazolo[3,4-b]pyridin-6-yl]-3-methyl-5-(trifluorometh-yl)phenol